NC=1C2=C(C(NN1)=O)N(C=C2I)[C@@H]2CNCC2 (S)-4-amino-3-iodo-1-(pyrrolidin-3-yl)-1,6-dihydro-7H-pyrrolo[2,3-d]pyridazin-7-one